C1(CC1)OC1=CC=C(C=C1)C=1CCOC2=C(C1C1=CC=C(C=C1)O[C@@H]1CN(CC1)CCCF)C=CC(=C2)O 4-[4-(cyclopropoxy)phenyl]-5-[4-[(3S)-1-(3-fluoropropyl)pyrrolidin-3-yl]oxyphenyl]-2,3-dihydro-1-benzoxepin-8-ol